7-cyclopentyl-2-[4-(2-hydroxyethyl)anilino]-N,N-dimethyl-pyrrolo[2,3-d]pyrimidine-6-carboxamide C1(CCCC1)N1C(=CC2=C1N=C(N=C2)NC2=CC=C(C=C2)CCO)C(=O)N(C)C